S(=O)(=O)(O)O.C(C)N1C=NC=C1 1-ethylimidazole hydrogen sulfate salt